(1-((6-chloropyridin-3-yl)methyl)-1H-pyrazol-4-yl)methylamine hydrochloride Cl.ClC1=CC=C(C=N1)CN1N=CC(=C1)CN